ClC1=C(C(=C(C=C1OC)OC)Cl)[C@@H]1CCC=2C(=NNC2C1)C1=C(N)C=CC=C1 (R)-2-(6-(2,6-dichloro-3,5-dimethoxyphenyl)-4,5,6,7-tetrahydro-1H-indazol-3-yl)aniline